N,N-dimethylmethoxyacetamide CCON(C(C)=O)OCC